tert-butyl (3S)-3-[(1R)-2-[[2-(cyclobutylamino)-5-methoxy-pyridine-4-carbonyl]-amino]-1-hydroxy-ethyl]-7-[(4-methyloxazol-5-yl)methoxy]-3,4-dihydro-1H-isoquinoline-2-carboxylate C1(CCC1)NC1=NC=C(C(=C1)C(=O)NC[C@@H](O)[C@H]1N(CC2=CC(=CC=C2C1)OCC1=C(N=CO1)C)C(=O)OC(C)(C)C)OC